2-(3-(5-isoprop-oxypyridin-2-yl)-1,2,4-thiadiazol-5-ylamino)-N,N-dimethyl-nicotinamide C(C)(C)OC=1C=CC(=NC1)C1=NSC(=N1)NC1=C(C(=O)N(C)C)C=CC=N1